4-(4-Trifluoromethoxy-phenylamino)-thieno[2,3-d]pyrimidine-6-carboxylic acid (2-morpholin-4-yl-ethyl)-amide N1(CCOCC1)CCNC(=O)C1=CC2=C(N=CN=C2NC2=CC=C(C=C2)OC(F)(F)F)S1